NC1=NC2=C(C3=CN=CC=C13)C=C(C=C2)C(=O)N([C@@H]2CCC1=CC(=CC=C21)C(F)(F)F)C2=NC=NS2 (R)-5-amino-N-(1,2,4-thiadiazol-5-yl)-N-(5-(trifluoromethyl)-2,3-dihydro-1H-inden-1-yl)benzo[c][2,6]naphthyridin-9-carboxamide